2-(3-{3-[(3-methylpent-3-yl)amino]pyrrolidin-1-yl}-1,2,4-triazin-6-yl)-5-(1H-pyrazol-4-yl)phenol CC(CC)(CC)NC1CN(CC1)C=1N=NC(=CN1)C1=C(C=C(C=C1)C=1C=NNC1)O